C(C)N(CC)CC=1SC2=C(N1)C=C(C=C2)C2=NC[C@H](CC2)C (S)-N-ethyl-N-((5-(5-methyl-3,4,5,6-tetrahydropyridin-2-yl)benzo[d]thiazol-2-yl)methyl)ethanamine